FC1=NC=C(C=C1)[N+](=O)[O-] 2-fluoro-5-nitropyridine